8-(cyclopropylmethyl)-8-[(2,2,2-trifluoroethoxy)methyl]-1,4-dioxaspiro[4.5]decane C1(CC1)CC1(CCC2(OCCO2)CC1)COCC(F)(F)F